CN(C1=CC=C(C(=O)OC2=C3C(=CNC3=CC=C2)CCN(C)C)C=C1)C 3-(2-(dimethylamino)ethyl)-1H-indol-4-yl 4-(dimethylamino)benzoate